N1=CN=C2N=CNC2=C1N1CCC(CC1)C=O 1-(7H-PURIN-6-YL)PIPERIDINE-4-CARBALDEHYDE